1-(2,2,2-trifluoroethyl)pyrimidine-2,4(1H,3H)-dione FC(CN1C(NC(C=C1)=O)=O)(F)F